[4-[(E)-3-(4-Hydroxyphenyl)-3-oxoprop-1-enyl]phenyl] N,N-dimethylcarbamate CN(C(OC1=CC=C(C=C1)\C=C\C(=O)C1=CC=C(C=C1)O)=O)C